C(C1CO1)OC(C(C)O)=O 2-hydroxy-propionic acid glycidyl ester